3-(1-ethyl-3,7-dihydroxy-5,5-dimethyl-2,4-dioxo-1,2,3,4,5,7-hexahydro-furo[3,4-d]pyrimidine-7-yl)-5-methylbenzonitrile C(C)N1C(N(C(C2=C1C(OC2(C)C)(O)C=2C=C(C#N)C=C(C2)C)=O)O)=O